9-hexyl-tetracyclo[6.2.1.13,6.02,7]-4-dodecene C(CCCCC)C1C2C3C4C=CC(C3C(C1)C2)C4